BrCCCCCCCOC1=C2C(N(C(C2=CC=C1)=O)C1C(NC(CC1)=O)=O)=O 4-((7-bromoheptyl)oxy)-2-(2,6-dioxopiperidin-3-yl)isoindoline-1,3-dione